oleoylpropanediamine C(CCCCCCC\C=C/CCCCCCCC)(=O)C(CC)(N)N